NC1=NC=2C=CC(=CC2C=2N1C(=NC2)C)C(=O)N([C@@H]2COC1=C2C=CC(=C1)C(F)(F)F)C (S)-5-amino-N,3-dimethyl-N-(6-(trifluoromethyl)-2,3-dihydrobenzofuran-3-yl)imidazo[1,5-c]quinazoline-9-carboxamide